CC1(OC=2C=C(CCC2C2=C1C=CC(=C2)C)CCCCC)C 6,6,9-Trimethyl-3-pentyl-1H-benzo[c]chromene